7-(Diethoxymethyl)-6-(3-methyl-bicyclo[1.1.1]pentan-1-yl)spiro[3.5]nonan-6-ol C(C)OC(C1C(CC2(CCC2)CC1)(O)C12CC(C1)(C2)C)OCC